2-methyl-1-propenyldimethylmethoxysilane CC(=CCO[SiH](C)C)C